4-[2-(2-aminophenyl)diazenyl]thiophenol NC1=C(C=CC=C1)N=NC1=CC=C(C=C1)S